ClC=1C=C(C=CC1OCC=1C=NC(=CC1)C(C)C)NC1=C(C(=NC2=CC(=C(C=C12)NC(\C=C\CN(C)C)=O)OCC)CC)C#N (E)-N-(4-((3-chloro-4-((6-isopropylpyridin-3-yl)methoxy)phenyl)amino)-3-cyano-7-ethoxy-2-ethylquinolin-6-yl)-4-(dimethylamino)but-2-enamide